O=C1NC(CCC1N1C(C2=C(C=C(C=C2C1)CN1CCN(CC1)C=1C(=CC2=C(C(C=3NC4=CC(=CC=C4C3C2=O)C#N)(C)C)C1)CC)F)=O)=O 8-(4-((2-(2,6-dioxopiperidin-3-yl)-7-fluoro-1-oxoisoindolin-5-yl)methyl)piperazin-1-yl)-9-ethyl-6,6-dimethyl-11-oxo-6,11-dihydro-5H-benzo[b]carbazole-3-carbonitrile